C(=C)C1=C2C(=NC=C1)C(=C(N2CCOCC[Si](CC)(CC)CC)C2=CC(=NC=C2)NC(C)=O)C2=NC=CC=C2 N-{4-[7-ethenyl-3-(pyridin-2-yl)-1-{[2-(triethylsilyl)ethoxy]ethyl}-1H-pyrrolo[3,2-b]pyridin-2-yl]pyridin-2-yl}acetamide